1,4,7,10-tetraoxadodecan OCCOCCOCCOCC